(5-Chloro-6-(2H-1,2,3-triazol-2-yl)pyridin-3-yl)-1-(8-fluoroquinolin-5-yl)-5-(trifluoromethyl)-1H-pyrazole-4-carboxamide ClC=1C=C(C=NC1N1N=CC=N1)C1=NN(C(=C1C(=O)N)C(F)(F)F)C1=C2C=CC=NC2=C(C=C1)F